3-methylhepta-4,6-dien-1-ol CC(CCO)C=CC=C